C(C)C1=NCCC2=CC=CC=C12 1-ethyl-3,4-dihydroisoquinoline